2-diazo-2-(naphthalene-2-yl)acetic acid methyl ester COC(C(C1=CC2=CC=CC=C2C=C1)=[N+]=[N-])=O